2-((5-cyano-3-hydroxy-2H-indazol-2-yl)(5-methoxy-7-methyl-1H-indol-4-yl)methyl)cyclopropane-1-carboxylic acid C(#N)C1=CC2=C(N(N=C2C=C1)C(C1C(C1)C(=O)O)C1=C2C=CNC2=C(C=C1OC)C)O